2,2,2-Trifluoro-N-(2-fluoroethyl)-N-((2S,4R)-2-(3-fluorophenyl)piperidin-4-yl)acetamide hydrochloride Cl.FC(C(=O)N([C@H]1C[C@H](NCC1)C1=CC(=CC=C1)F)CCF)(F)F